[2,4-Difluoro-5-(7-morpholin-4-yl-quinazolin-4-yl)-phenyl]thieno[3,2-d]-pyrimidin-4-yl-methanol FC1=C(C=C(C(=C1)F)C1=NC=NC2=CC(=CC=C12)N1CCOCC1)C(O)C=1C2=C(N=CN1)C=CS2